N-[1-(dicyclopropylmethyl)-2-[[5-(3,5-dimethyl-1H-pyrazol-4-yl)-3-fluoro-2-pyridyl]amino]-2-oxo-ethyl]-2-ethyl-pyrazole-3-carboxamide C1(CC1)C(C(C(=O)NC1=NC=C(C=C1F)C=1C(=NNC1C)C)NC(=O)C=1N(N=CC1)CC)C1CC1